COC=1C=C(CN(C(=O)OC2=CC=CC=N2)CC2=CC(=CC=C2)OC)C=CC1 6-[bis(3-methoxybenzyl)aminocarbonyloxy]pyridine